4-epoxycyclohexylmethanol C12C(CC(CC1)CO)O2